C1NCCC2=C1NC1=CC=CC=C21 (S)-2,3,4,9-tetrahydro-1H-pyrido[3,4-b]indole